FC=1C=C(C=CC1F)C1=NN(C=C1)C1=CC(=NC(=N1)OCC1OCCC1)N1CCOCC1 4-(6-(3-(3,4-difluorophenyl)-1H-pyrazol-1-yl)-2-((tetrahydrofuran-2-yl)methoxy)pyrimidin-4-yl)morpholine